5-Ethylsulfanyl-6-trifluoromethoxy-1H-benzoimidazol C(C)SC1=CC2=C(NC=N2)C=C1OC(F)(F)F